C(C)S(=O)(=O)N1CCN(CC1)C=O (4-(ethylsulfonyl)piperazine-1-yl)methanone